C1(CCCC2=CC=CC=C12)C(N)C(=O)O 2-(1,2,3,4-tetrahydronaphthalen-1-yl)glycine